FC1(CN(CC1)C1=NC=CC(=C1NC(=O)C=1C=NC(=NC1)C(C)C)C=1C=C2C=NNC2=CC1F)F N-[2-(3,3-difluoropyrrolidin-1-yl)-4-(6-fluoro-1H-indazol-5-yl)-3-pyridyl]-2-isopropyl-pyrimidine-5-carboxamide